2-(6-{[(2R)-2-hydroxypropyl]amino}-4,5-dimethylpyridazin-3-yl)-5-(trifluoromethyl)phenol O[C@@H](CNC1=C(C(=C(N=N1)C1=C(C=C(C=C1)C(F)(F)F)O)C)C)C